FC1=C(C(=CC=C1)OC)C=1C=CC=C2C=NC(=NC12)NC=1C(=NC=2CCN(CC2C1)C)OC 8-(2-Fluoro-6-methoxyphenyl)-N-(2-methoxy-6-methyl-5,6,7,8-tetrahydro-1,6-naphthyridine-3-yl)quinazolin-2-amine